CN1[C@@H](CCC1)C(=O)N1[C@@H]([C@@H]2[C@H](C1)CCC2)C(=O)N[C@@H](C[C@H]2C(NCC2)=O)C(COC(F)(F)F)=O (1S,3aR,6aS)-2-(methylprolyl)-N-((S)-3-oxo-1-((S)-2-oxopyrrolidin-3-yl)-4-(trifluoromethoxy)butan-2-yl)octahydrocyclopenta[c]pyrrole-1-carboxamide